4-oxo-2-[6-(3-{[(2S)-1-(1H-tetrazol-1-yl)propan-2-yl]oxy}phenyl)imidazo[1,2-b]pyridazin-3-yl]-1,4-dihydropyridine-3-carbonitrile O=C1C(=C(NC=C1)C1=CN=C2N1N=C(C=C2)C2=CC(=CC=C2)O[C@H](CN2N=NN=C2)C)C#N